ClC=1C(=NC(=NC1)N[C@H]1CC(CN(C1)C(=O)OC(C)(C)C)(C)C)C1=CNC2=C(C(=CC=C12)C#N)S(=O)(=O)C tert-butyl (5S)-5-[[5-chloro-4-(6-cyano-7-methylsulfonyl-1H-indol-3-yl) pyrimidin-2-yl]amino]-3,3-dimethylpiperidine-1-carboxylate